CC=1C(C2=CC=CC=C2C(C1CC=1C=NC=NC1)=O)=O 2-methyl-3-(pyrimidin-5-ylmethyl)naphthalene-1,4-dione